[Au](Cl)(Cl)Cl.C(C1=CC=CC=C1)N1CN(C2=C1C=CC=C2)C(F)F (1-benzyl-3-(difluoromethyl)-benzimidazole) gold chloride